(S)-5,5-dimethyl-2-((pyrimidin-4-ylmethyl)amino)caproic acid hydrochloride Cl.CC(CC[C@@H](C(=O)O)NCC1=NC=NC=C1)(C)C